NCC=1OC2=C(C1)C=C(C=C2C(F)(F)F)C=2C=C(C=CC2)C(=O)N2CCOCC2 (3-(2-(aminomethyl)-7-(trifluoromethyl)benzofuran-5-yl)phenyl)(morpholino)methanone